(6-cyclopropylimidazo[1,2-a]pyridin-2-ylmethyl)-N-(3-methyl-2,4,5,6-tetrahydrocyclopenta[c]pyrazol-6-yl)-1H-1,2,3-triazole-4-carboxamide C1(CC1)C=1C=CC=2N(C1)C=C(N2)CN2N=NC(=C2)C(=O)NC2CCC=1C2=NNC1C